ClC1=CC=C(S1)CNC1=CC(=NN1C(C(CO)(C)C)=O)C1CCN(CC1)CC(=O)N1CCOCC1 1-(5-{[(5-chlorothiophen-2-yl)methyl]amino}-3-{1-[2-(morpholin-4-yl)-2-oxoethyl]piperidin-4-yl}-1H-pyrazol-1-yl)-3-hydroxy-2,2-dimethylpropan-1-one